(S)-2-(1-cyclopropyl-2-hydroxy-2-methylpropyl)-5-fluoro-7-(2-(2,2,2-trifluoroethoxy)phenyl)isoindolin-1-one C1(CC1)[C@@H](C(C)(C)O)N1C(C2=C(C=C(C=C2C1)F)C1=C(C=CC=C1)OCC(F)(F)F)=O